3-((R)-2-(6-(cyclobutylamino)pyrimidine-4-carboxamido)-1-hydroxyethyl)-7-(methoxymethoxy)-3,4-dihydroisoquinoline C1(CCC1)NC1=CC(=NC=N1)C(=O)NC[C@@H](O)C1N=CC2=CC(=CC=C2C1)OCOC